4-(2-{[6-(4,4-difluoro-4-phenylbutoxy)hexyl]amino}-1-hydroxy-ethyl)-2-(hydroxymethyl)phenol FC(CCCOCCCCCCNCC(O)C1=CC(=C(C=C1)O)CO)(C1=CC=CC=C1)F